2-[2-({[(benzyloxy)carbonyl]amino}methyl)-1-{[2-(trimethylsilyl)ethoxy]methyl}-1H-benzimidazol-5-yl]ethyl methanesulfonate CS(=O)(=O)OCCC1=CC2=C(N(C(=N2)CNC(=O)OCC2=CC=CC=C2)COCC[Si](C)(C)C)C=C1